1-(3-bromo-2-hydroxyphenyl)dihydropyrimidine-2,4(1H,3H)-dione BrC=1C(=C(C=CC1)N1C(NC(CC1)=O)=O)O